3-(3-(difluoromethyl)phenyl)-2-ethyl-5-(3-methoxy-1-(piperidin-4-yl)-1H-pyrazol-4-yl)-1-tosyl-1H-pyrrolo[2,3-b]pyridine FC(C=1C=C(C=CC1)C1=C(N(C2=NC=C(C=C21)C=2C(=NN(C2)C2CCNCC2)OC)S(=O)(=O)C2=CC=C(C)C=C2)CC)F